1,3,5-Tris(2-mercaptoethyl)benzene SCCC1=CC(=CC(=C1)CCS)CCS